F[C@]1(CN(CC[C@H]1O)C1=NC=CC(=N1)NC=1C=C2C(=CN=C(C2=CN1)N1CCC12CN(C2)C(=O)OC(C)(C)C)C(C)C)C tert-butyl 1-(6-((2-((3S,4R)-3-fluoro-4-hydroxy-3-methylpiperidin-1-yl)pyrimidin-4-yl)amino)-4-isopropyl-2,7-naphthyridin-1-yl)-1,6-diazaspiro[3.3]heptane-6-carboxylate